6-(cyclopenten-1-yl)-4-(trifluoromethyl)-3,4-dihydro-2H-pyridine-1-carboxylic acid tert-butyl ester C(C)(C)(C)OC(=O)N1CCC(C=C1C1=CCCC1)C(F)(F)F